stearaldehyde C(CCCCCCCCCCCCCCCCC)=O